N-{[(1r,4r)-4-(5-chloro-2H-indazol-2-yl)cyclohexyl]methyl}-2,3,5-trifluoro-4-hydroxybenzamide ClC1=CC2=CN(N=C2C=C1)C1CCC(CC1)CNC(C1=C(C(=C(C(=C1)F)O)F)F)=O